thiophosphoserine P(=S)(O)(O)OC[C@H](N)C(=O)O